ClC=1N=C2C(=C(C(N(C2=CC1)C)=O)C#N)N1C[C@@H]([C@@H](CC1)NC1=C(C=C(C=C1)Cl)O)C 6-chloro-4-[(3S,4R)-4-(4-chloro-2-hydroxy-anilino)-3-methyl-1-piperidinyl]-1-methyl-2-oxo-1,5-naphthyridine-3-carbonitrile